tert-butyl (2R,5S)-4-(7-(3-carbamoylcyclohexyl)-5-(trifluoromethyl)-7H-pyrrolo[2,3-d]pyrimidin-4-yl)-2,5-dimethylpiperazine-1-carboxylate C(N)(=O)C1CC(CCC1)N1C=C(C2=C1N=CN=C2N2C[C@H](N(C[C@@H]2C)C(=O)OC(C)(C)C)C)C(F)(F)F